(2R,5S)-tert-butyl 2-(2-(3-(methoxycarbonyl)Bicyclo[1.1.1]Pentan-1-yl)benzo[d]thiazol-5-yl)-5-methylpiperidine-1-carboxylate COC(=O)C12CC(C1)(C2)C=2SC1=C(N2)C=C(C=C1)[C@@H]1N(C[C@H](CC1)C)C(=O)OC(C)(C)C